(S)-2-(1-(5-cyclopropylpyrimidin-2-yl)-1,2,3,6-tetrahydropyridine-4-yl)-N-(2-((6-carbonyl-5-(trifluoromethyl)-1,6-dihydropyridazin-4-yl)amino)propoxy)acetamide C1(CC1)C=1C=NC(=NC1)N1CCC(=CC1)CC(=O)NOC[C@H](C)NC=1C=NNC(C1C(F)(F)F)=C=O